CN1CCN(CC1)C(=O)C=1C=CC2=C(NC(=N2)C2=NNC3=NC=C(C=C32)[N+](=O)[O-])C1 (4-methylpiperazin-1-yl)(2-(5-nitropyrazolo[3,4-b]pyridin-3-yl)-1H-benzimidazol-6-yl)methanone